NC1CN(C1)C(CN1C[C@@H](CCC1)NC=1N=NC(=C(C1)C)C1=C(C=C(C=C1)C(F)(F)F)O)=O (R)-1-(3-aminoazetidin-1-yl)-2-(3-((6-(2-hydroxy-4-(trifluoromethyl)phenyl)-5-methylpyridazin-3-yl)amino)piperidin-1-yl)ethan-1-one